N1C=CC=2C1=NC=CC2CN2C(N(C(C2(C)C)=O)C2=CC=C(C=C2)C(C#N)(C)C)=O 2-(4-(3-((1H-pyrrolo[2,3-b]pyridin-4-yl)methyl)-4,4-dimethyl-2,5-dioxoimidazolidin-1-yl)phenyl)-2-methylpropanenitrile